FC(OC1=C(N)C=CC(=C1)N1CC2N(CC1)CCC2)F 2-(difluoromethoxy)-4-(hexahydropyrrolo[1,2-a]pyrazin-2(1H)-yl)aniline